9-((dimethyl-(phenyl)silyl)methyl)-10,10-dimethyl-9,10-dihydro-anthracene-9-carboxylic acid C[Si](C1=CC=CC=C1)(C)CC1(C2=CC=CC=C2C(C=2C=CC=CC12)(C)C)C(=O)O